C(#N)C1=C(C=CC(=C1)C1=NOC(=N1)C)C1=NC=C(C(=O)N)C=C1 6-(2-cyano-4-(5-methyl-1,2,4-oxadiazol-3-yl)phenyl)nicotinamide